N-(adamantan-1-yl)-4-(2-methoxypyridin-3-yl)-1H-pyrrole-2-carboxamide C12(CC3CC(CC(C1)C3)C2)NC(=O)C=2NC=C(C2)C=2C(=NC=CC2)OC